3-[2-(8-chloro-4-oxo-chromen-2-yl)-5-methyl-phenoxy]-N-methylsulfonyl-cyclobutanecarboxamide ClC=1C=CC=C2C(C=C(OC12)C1=C(OC2CC(C2)C(=O)NS(=O)(=O)C)C=C(C=C1)C)=O